undecyl icosanoate C(CCCCCCCCCCCCCCCCCCC)(=O)OCCCCCCCCCCC